NC1=CC=C(C=C1)NC(=O)NC(C(F)(F)F)C=1OC2=C(C1C)C=C(C=C2F)F 1-(4-aminophenyl)-3-(1-(5,7-difluoro-3-methylbenzofuran-2-yl)-2,2,2-trifluoroethyl)urea